C(C)(C)(C)OC(=O)N1C[C@]2(CCN3N=C(C=C32)C=3C=NC(=C(C3)OCC=3N=NC=CC3)N)CC1 tert-butyl-(3R)-2'-{6-amino-5-[(pyridazin-3-yl)methoxy]pyridin-3-yl}-5',6'-dihydrospiro[pyrrolidine-3,4'-pyrrolo[1,2-b]pyrazole]-1-carboxylate